C(=CC1=CC=CC=C1)C=CC(=O)[O-] styrene-Acrylate